CC(C)C(=O)CC(=O)[O-] The molecule is the monocarboxylic acid anion formed from 3-oxo-4-methylpentanoic acid; principal microspecies at pH 7.3. It is a conjugate base of a 4-methyl-3-oxopentanoic acid.